O1N=C(C2=C1C=CC=C2)NS(=O)(=O)C2=CC(=CC=C2)C=2OC(=NN2)C N-(benzo[d]isoxazol-3-yl)-3-(5-methyl-1,3,4-oxadiazol-2-yl)benzenesulfonamide